C(C)(=O)CC(=O)C1=CC=CC=C1 acetylphenyl-1-ethanone